FC(C(=O)O)(F)F.C(C)(=O)OCC Ethyl acetate trifluoroacetate